2-cyclobutyl-3-fluorophenol C1(CCC1)C1=C(C=CC=C1F)O